FC1=CC=C(C=C1)NC(=O)C1=C(CN(N(C1=O)C(=O)OC(C)(C)C)C=1C=NC(=CC1)C(F)(F)F)O tert-butyl 5-((4-fluorophenyl)carbamoyl)-4-hydroxy-6-oxo-2-(6-(trifluoromethyl)pyridin-3-yl)-2,3-dihydropyridazine-1(6H)-carboxylate